FC=1C(=C(C=CC1F)[C@H]1[C@@H](O[C@]([C@H]1C)(C(F)(F)F)C)C(=O)NC1=CC(=NC=C1)C(=O)N1CC2(CCN2C)C1)OC (2R,3S,4S,5R)-3-(3,4-difluoro-2-methoxyphenyl)-4,5-dimethyl-N-(2-(1-methyl-1,6-diazaspiro[3.3]heptane-6-carbonyl)pyridin-4-yl)-5-(trifluoromethyl)tetrahydrofuran-2-carboxamide